ClCC(=O)N(C)CCCl 2-Chloro-N-(2-chloroethyl)-N-methylacetamide